BrC=1C=C2C(=NN(C(C2=CC1)=O)CC(=O)O)C1(CC1)F 2-(6-bromo-4-(2-cis-fluorocyclopropyl)-1-oxophthalazin-2(1H)-yl)acetic acid